9-Bromo-2-chlorophenanthrene BrC=1C2=CC=CC=C2C=2C=CC(=CC2C1)Cl